erucyl-triacontanoic acid C(CCCCCCCCCCC\C=C/CCCCCCCC)C(C(=O)O)CCCCCCCCCCCCCCCCCCCCCCCCCCCC